3-(p-tert.butylphenyl)-propanal C(C)(C)(C)C1=CC=C(C=C1)CCC=O